C(C=C)(=O)O.FC(C(C(C(C(C(F)(F)F)(F)F)(F)F)(F)F)(F)F)(F)F perfluorohexane acrylate